FC=C1C=CC(C=C1)=C1C=CC(C=C1)=CF bisfluoromethylenebiphenyl